CC(C(=O)[O-])(C(C(=O)[O-])NC1(C2=CC=CC=C2C=2C=CC=CC12)C1=CC=CC=C1)C 2,2-dimethyl-3-((9-phenyl-9H-fluoren-9-yl)amino)succinate